C(C)(C)N1C(NC(=CC1=O)N[C@H](CC1=CC=CC=C1)C)=O (S)-3-isopropyl-6-((1-phenylpropan-2-yl)amino)pyrimidine-2,4(1h,3h)-dione